FC(C=1C=CC=2N(N1)C(=CN2)C2=CC(=NC=N2)N2C(C(NCC2)CNS(=O)(=O)C)C)F N-((4-(6-(6-(difluoromethyl)imidazo[1,2-b]pyridazin-3-yl)pyrimidin-4-yl)-3-methylpiperazin-2-yl)methyl)methanesulfonamide